1-((4-bromophenyl)thio)propan-2-one BrC1=CC=C(C=C1)SCC(C)=O